N=1C=CN2C1C=CC(=C2)CC(C)=O 1-(imidazo[1,2-a]pyridin-6-yl)-2-propanone